P(OC1=C(C=C(C=C1)C1=CC=CC=C1)C1=C(C=C(C=C1)C(C)(C)C)C(C)(C)C)OP[O-] (2,4-di-tert-butylphenyl)-4,4-biphenylyl diphosphonite